C1(CCCC1)N1C(=CC2=C1N=C(N=C2)NC2=NC=C(C=C2)C2CCN(CC2)CCO)C(=O)N(C)C 7-cyclopentyl-2-[[5-[1-(2-hydroxyethyl)-4-piperidinyl]-2-pyridinyl]amino]-N,N-dimethylpyrrolo[2,3-d]pyrimidine-6-carboxamide